O[C@@H](CO[N+](=O)[O-])C1CCN(CC1)S(=O)(=O)C1=CC(=C(C=C1)OCCC)C=1NC(C2=C(N1)C(=CN2C)CCC)=O (R)-2-Hydroxy-2-(1-((3-(5-methyl-4-oxo-7-propyl-4,5-dihydro-3H-pyrrolo[3,2-d]pyrimidin-2-yl)-4-propoxyphenyl) sulfonyl) piperidin-4-yl)ethylnitrat